C(CC(=O)[O-])(=O)OC(CC(C)(C)C)(CC(F)F)C(C)(C)C di-tert-butyl-2-(2,2-difluoroethyl)-2-ethyl malonate